4-methoxy-1H-benzo[d]imidazole COC1=CC=CC=2NC=NC21